(S)-N-(11-iodo-1,2,3,10-tetramethoxy-9-oxo-5,6,7,9-tetrahydrobenzo[a]heptalen-7-yl)acetamide IC1=C(C(C=C2[C@H](CCC3=C(C2=C1)C(=C(C(=C3)OC)OC)OC)NC(C)=O)=O)OC